3-Phenylethynyl-2-(1H-pyrrolo[2,3-b]pyridin-5-yl)-benzoic Acid C1(=CC=CC=C1)C#CC=1C(=C(C(=O)O)C=CC1)C=1C=C2C(=NC1)NC=C2